2-[1-[2-(5-Carbamoylisoindolin-2-yl)-3,6-dimethyl-4-oxo-chromen-8-yl]ethylamino]benzoic acid C(N)(=O)C=1C=C2CN(CC2=CC1)C=1OC2=C(C=C(C=C2C(C1C)=O)C)C(C)NC1=C(C(=O)O)C=CC=C1